5-chloro-3-(4-chloro-6-((3S,5R)-3,5-dimethylpiperazin-1-yl)pyridin-2-yl)pyrazolo[1,5-a]pyridine ClC1=CC=2N(C=C1)N=CC2C2=NC(=CC(=C2)Cl)N2C[C@@H](N[C@@H](C2)C)C